3-[2-oxo-5-(4,4,5,5-tetramethyl-1,3,2-dioxaborolan-2-yl)-1,2-dihydropyridin-1-yl]-1λ6-thietane-1,1-dione O=C1N(C=C(C=C1)B1OC(C(O1)(C)C)(C)C)C1CS(C1)(=O)=O